C(C)(C)(C)C1=NOC(=C1)C(=C1C(NC2=CC(=C(C=C12)C1=CC=C(C=C1)N1CCOCC1)Cl)=O)O 3-[(3-tert-butylisoxazol-5-yl)-hydroxy-methylene]6-chloro-5-(4-morpholinophenyl)indolin-2-one